C(C)(C)OC1CN(C1)C(=O)O[C@@H]1CC[C@H](CC1)C(N(C1=NC=CC(=C1)C=1C=NN(C1)C(C)C)C[C@@H]1CC[C@H](CC1)C1=CC(=C(C=C1)OC)C#N)=O trans-4-(((trans-4-(3-Cyano-4-methoxyphenyl)cyclohexyl)methyl)(4-(1-isopropyl-1H-pyrazol-4-yl)pyridin-2-yl)carbamoyl)cyclohexyl 3-isopropoxyazetidine-1-carboxylate